3-(1,1-difluoro-2-((1R,3s,5S)-3-hydroxy-8-azabicyclo[3.2.1]octan-8-yl)-2-oxoethyl)-4-fluoro-N-(2-fluoro-6-methylpyridin-4-yl)benzamide FC(C(=O)N1[C@H]2CC(C[C@@H]1CC2)O)(F)C=2C=C(C(=O)NC1=CC(=NC(=C1)C)F)C=CC2F